3-bromo-N-(4-fluorophenyl)aniline BrC=1C=C(NC2=CC=C(C=C2)F)C=CC1